N'-{4-[(3-tert-butyl-4-cyano-1,2-thiazol-5-yl)oxy]-2-chloro-5-methylphenyl}-N-ethyl-N-methylimidoformamide C(C)(C)(C)C1=NSC(=C1C#N)OC1=CC(=C(C=C1C)N=CN(C)CC)Cl